FC=1C=C(C=CC1F)C=1N=C(NC1C1=CC=C2C=NNC2=C1)CC 6-(4-(3,4-Difluorophenyl)-2-ethyl-1H-imidazol-5-yl)-1H-indazole